3-[(2-chloro-6-fluorophenyl)methyl]-4-(oxan-4-ylmethyl)-4,5-dihydro-1,2,4-oxadiazol-5-one ClC1=C(C(=CC=C1)F)CC1=NOC(N1CC1CCOCC1)=O